BrC1=CC=C(C=C1)N1N=C(C(=C1)[C@H]1O[C@H](C(N1CCC1=CC2=C(NC(N2)=O)C=C1)=O)C)C1=CC=C(C=C1)F (2R,5S)-2-(1-(4-bromophenyl)-3-(4-Fluorophenyl)-1H-pyrazol-4-yl)-5-methyl-3-(2-(2-oxo-2,3-dihydro-1H-benzo[d]imidazole-5-yl)ethyl)oxazolidin-4-one